1-(4-((5-bromo-4-((5-(dimethylphosphoryl)-2-ethylquinolin-6-yl)amino)pyrimidin-2-yl)amino)-2-ethyl-5-methoxyphenyl)piperidin-4-one BrC=1C(=NC(=NC1)NC1=CC(=C(C=C1OC)N1CCC(CC1)=O)CC)NC=1C(=C2C=CC(=NC2=CC1)CC)P(=O)(C)C